N-acetyl-2,3-dehydro-2-deoxyneuraminic acid CC(=O)N[C@@H]1[C@H](C=C(O[C@H]1[C@@H]([C@@H](CO)O)O)C(=O)O)O